Tri-sec-butylamine C(C)(CC)N(C(C)CC)C(C)CC